C(C)(C)C1C(C=C(CC1)C)C=1C(=CC(=CC1O)C(C)(CCCCCC)C)O 2'-isopropyl-5'-methyl-4-(2-methyloctan-2-yl)-1',2',3',4'-tetrahydro-[1,1'-Biphenyl]-2,6-diol